CC1=NC=C(C=C1C#N)NC1=CC=C(C=C1)O[Si](C(C)C)(C(C)C)C(C)C methyl-5-({4-[(triisopropylsilyl)oxy]phenyl}amino)pyridine-3-carbonitrile